ClC=1C2=C(N=CN1)N(C=C2)C2CC(CCC2)C#N 3-(4-chloro-7H-pyrrolo[2,3-d]pyrimidin-7-yl)cyclohexane-1-carbonitrile